N-carboxymethyl-N-methylpyrrolidinium C(=O)(O)C[N+]1(CCCC1)C